niobium-magnesium-lead [Pb].[Mg].[Nb]